C1(CC1)C=1C=CC=2N(C1)C=C(N2)CNC2=NC(=NS2)NCC2=CC=C(C=C2)OC N5-((6-cyclopropylimidazo[1,2-a]pyridin-2-yl)methyl)-N3-(4-methoxybenzyl)-1,2,4-thiadiazole-3,5-diamine